isopropyl (R)-2-(3-(1-((tert-butylsulfinyl) imino) ethyl)-2-fluorophenyl)-2,2-difluoroacetate C(C)(C)(C)[S@@](=O)N=C(C)C=1C(=C(C=CC1)C(C(=O)OC(C)C)(F)F)F